FC1=CC(=C(C=N1)C=1N=NN(C1)[C@H](C(=O)N1[C@@H](C[C@H](C1)O)C(=O)NC)C(C)(C)C)C (2S,4R)-1-[(2S)-2-[4-(6-fluoro-4-methyl-3-pyridyl)triazol-1-yl]-3,3-dimethyl-butanoyl]-4-hydroxy-N-methyl-pyrrolidine-2-carboxamide